6-(7-Fluoro-2-methyl-2H-indazol-5-yl)-2-(piperidin-4-yl)-1,3-benzothiazol FC1=CC(=CC2=CN(N=C12)C)C1=CC2=C(N=C(S2)C2CCNCC2)C=C1